N(=[N+]=[N-])[C@@H]1[C@H]([C@@H]2OC(OC[C@H]2O[C@H]1SC1=CC=C(C=C1)C)C1=CC=CC=C1)F (4aR,6S,7R-8R,8aR)-7-azido-8-fluoro-2-phenyl-6-(p-tolylthio)hexahydropyrano[3,2-d][1,3]dioxine